N1=C(C=CC=C1)CCS 2-pyridinyl-1-ethanethiol